1-(6-(2-methoxypyrimidin-5-yl)quinolin-2-yl)piperidine-4-carboxylic acid COC1=NC=C(C=N1)C=1C=C2C=CC(=NC2=CC1)N1CCC(CC1)C(=O)O